P(=O)(OCCCCCCCC\C=C/CCCCCCCC)(OCCCCCCCC\C=C/CCCCCCCC)OCCCCCCCC\C=C/CCCCCCCC Tri-oleyl phosphate